C(C)(C)(C)C1=CC=C(C=C1)C=1OC(C(N1)=CC=1C=NC=CC1)=O 2-(4-(tert-butyl)phenyl)-4-(pyridin-3-ylmethylene)oxazol-5(4H)-one